C[C@@]1([C@](OC(=O)O1)(C)Cl)Cl Trans-4,5-dichloro-4,5-dimethyl-1,3-dioxolan-2-one